(1-(di-fluoromethyl)-1H-pyrazol-4-yl)boronic acid FC(N1N=CC(=C1)B(O)O)F